CC1=CC=CC2=C1[Se]NS2(=O)C2=CC=C(C=C2)C methyl-1-(p-tolyl)benzo[d][1,3,2]thiaselenazol-1-one